methyl 3-chloro-5-mercaptobenzoate ClC=1C=C(C(=O)OC)C=C(C1)S